ClC=1C(=C(C=CC1)NC1=NC=NC2=CC(=C(C=C12)NC(C=C)=O)C#C[C@@]1(CN(CC1)C1COC1)C)F (R)-N-(4-((3-chloro-2-fluorophenyl)amino)-7-((3-methyl-1-(oxetan-3-yl)pyrrolidin-3-yl)ethynyl)quinazolin-6-yl)acrylamide